COC=1C=C(C(=CC1C=CC(C1=CC=C(C=C1)O)=O)C(C)C(=C)C)[O-] 3-methoxy-6-(3-methylbut-3-en-2-yl)-4-[3-oxo-3-(4-hydroxyphenyl)prop-1-enyl]phenolate